gamma-(N-methyl)aminopropyltrimethoxysilane CNCCC[Si](OC)(OC)OC